[Zn].[Ni].[Sn] tin nickel zinc